N(=C=O)CC=1SC=CC1 isocyanatomethylthiophene